FC(C1=NOC(=N1)C1CC2(C1)N(C(CN(C2=O)C2=C(C=C(C#N)C=C2)F)=O)CC2=CC=C(C=C2)C(F)(F)F)F 4-(2-(3-(difluoromethyl)-1,2,4-oxadiazol-5-yl)-6,9-dioxo-5-(4-(trifluoromethyl)-benzyl)-5,8-diazaspiro-[3.5]nonan-8-yl)-3-fluorobenzonitrile